6-fluoro-2-[[(1R,3S)-3-[[6-oxo-5-(trifluoromethyl)-1H-pyridazin-4-yl]amino]cyclohexyl]methyl]-5-[5-(trifluoromethyl)pyrimidin-2-yl]isoindolin-1-one FC1=C(C=C2CN(C(C2=C1)=O)C[C@H]1C[C@H](CCC1)NC=1C=NNC(C1C(F)(F)F)=O)C1=NC=C(C=N1)C(F)(F)F